4-(2-{[(4aS,7aR)-1-propyl-octahydro-1H-cyclopenta[b]pyridin-4a-yl]methoxy}-8-fluoro-4-(1,4-oxazepan-4-yl)pyrido[4,3-d]pyrimidin-7-yl)-5-ethyl-6-fluoronaphthalen-2-ol C(CC)N1[C@H]2[C@@](CCC1)(CCC2)COC=2N=C(C1=C(N2)C(=C(N=C1)C1=CC(=CC2=CC=C(C(=C12)CC)F)O)F)N1CCOCCC1